[Sb+]=[Te] antimony(III) telluride